3-cyano-5-fluoro-benzoimidazole C(#N)N1C=NC2=C1C=C(C=C2)F